5-hydroxy-imidazole OC1=CN=CN1